BrC=1C=C(C=CC1)C(CC(=O)NN)O[Si](C)(C)C(C)(C)C 3-(3-bromophenyl)-3-((tert-butyldimethylsilyl)oxy)propionyl-hydrazine